methyl 4-bromo-3-hydroxy-2-methylbenzoate BrC1=C(C(=C(C(=O)OC)C=C1)C)O